2,2-difluoro-3-((4-nitro-1-((2-(trimethylsilyl)ethoxy)methyl)-1H-pyrazol-3-yl)oxy)propan-1-ol FC(CO)(COC1=NN(C=C1[N+](=O)[O-])COCC[Si](C)(C)C)F